ClC1=NC=C(C(=C1)NC1CCC(CC1)C(C)(C)O)C1=NC=C(N=C1)OCCN(C)C 2-((1s,4s)-4-((2-chloro-5-(5-(2-(dimethylamino)ethoxy)pyrazin-2-yl)pyridin-4-yl)amino)cyclohexyl)propan-2-ol